N=1C=CN2C1C=C(C=C2)C2=C(C=CC(=N2)C#N)C2=CN=C(O2)CC(C(F)(F)F)(C)C 6-(Imidazo[1,2-a]pyridin-7-yl)-5-(2-(3,3,3-trifluoro-2,2-dimethylpropyl)oxazol-5-yl)picolinonitril